Diphosphoinositol Pentakisphosphate [C@H]1([C@H](C([C@@H]([C@@H](C1OP(=O)(O)O)OP(=O)(O)O)OP(=O)(O)O)OP(=O)(O)OP(=O)(O)O)OP(=O)(O)O)OP(=O)(O)O